BrC=1C(=CC(=NC1)N)C 5-bromo-4-methylpyridin-2-amine